4-cyclopropyl-2-((2-methoxy-4-(1-methyl-1H-pyrazol-5-yl)phenyl)amino)-7H-pyrrolo[2,3-d]pyrimidine-5-carbonitrile C1(CC1)C=1C2=C(N=C(N1)NC1=C(C=C(C=C1)C1=CC=NN1C)OC)NC=C2C#N